C(C)OC(=O)N1C2CC(CC1CCC2)N2CCC1(CC(NC1)=O)CC2 3-(3-oxo-2,8-diazaspiro[4.5]decan-8-yl)-9-azabicyclo[3.3.1]nonane-9-carboxylic acid ethyl ester